(E)-1-(3,3-difluoroprop-1-en-1-yl)-4-phenoxybenzene FC(/C=C/C1=CC=C(C=C1)OC1=CC=CC=C1)F